3-(1,3-dithiolan-2-yl)-5-fluoro-4-hydroxybenzoic acid S1C(SCC1)C=1C=C(C(=O)O)C=C(C1O)F